OC[C@@H]([C@@H](COC(CC)N1C(CCC1)C(=O)N)C1=CC(=NO1)C)C ((2S,4R)-4-hydroxy-1-((R)-3-methyl-2-(3-methylisoxazol-5-yl)butoxy)propyl)pyrrolidine-2-carboxamide